N-cyclopropyl-5-((5-methyl-3-(6-methyl-3-pyridinyl)isoOxazol-4-yl)methoxy)pyrazine-2-carboxamide C1(CC1)NC(=O)C1=NC=C(N=C1)OCC=1C(=NOC1C)C=1C=NC(=CC1)C